C(C1=CC=CC=C1)N1CC(NC2=C(C1)C=CC=C2)=O 4-benzyl-1,3,4,5-tetrahydro-2H-benzo[e][1,4]diazepin-2-one